FC1(CCN(CC1)C(C(S)C1(CCC2(CC2)CC1)O)=O)F 1-(4,4-Difluoropiperidin-1-yl)-2-(6-hydroxyspiro[2.5]oct-6-yl)-2-mercaptoethan-1-one